S-3-(tert-butoxycarbonyl(methyl)amino)propyl ethanethioate C(C)(SCCCN(C)C(=O)OC(C)(C)C)=O